5-(1H-benzimidazol-5-yl)benzamide N1C=NC2=C1C=CC(=C2)C=2C=CC=C(C(=O)N)C2